methyl (E)-3-(3-(N-((4-(1-methyl-1H-benzo[d]imidazol-6-yl)phenyl)methyl-d)cyclohexanecarboxamido)phenyl)acrylate CN1C=NC2=C1C=C(C=C2)C2=CC=C(C=C2)C(N(C(=O)C2CCCCC2)C=2C=C(C=CC2)/C=C/C(=O)OC)[2H]